ClC=1N=C(SC1)C(C(CC1C(NCC1)=O)NC(C(CC1CCCCC1)NC(=O)C=1NC2=CC=CC(=C2C1)OC)=O)=O N-(1-((1-(4-chlorothiazol-2-yl)-1-oxo-3-(2-oxopyrrolidin-3-yl)propan-2-yl)amino)-3-cyclohexyl-1-oxopropan-2-yl)-4-methoxy-1H-indole-2-carboxamide